FC=1C=C(C=CC1)N1N=C(C=C(C1=O)C(=O)NC[C@H](C)O)C1=CC=C(C=C1)C 2-(3-fluorophenyl)-N-[(2S)-2-hydroxypropyl]-6-(4-methylphenyl)-3-oxo-2,3-dihydropyridazine-4-carboxamide